C(C1=CC=CC=C1)C1CC(=NO1)CNC(=O)C1=CN=C(S1)C 5-benzyl-3-((2-methylthiazole-5-carboxamido)methyl)-4,5-dihydroisoxazole